COC1CCN(CC1)C1=C(C=C2C(=N1)N=C(O2)N2CCOCC2)C(=O)NC2=NC(=CC=C2)OC 5-(4-Methoxypiperidin-1-yl)-N-(6-methoxypyridin-2-yl)-2-morpholinooxazolo[4,5-b]pyridine-6-carboxamide